O1CCN(CC1)C1=NC=C(C=N1)C1=CC(=CC2=C1OCO2)C(=O)N 7-(2-morpholinopyrimidin-5-yl)benzo[d][1,3]dioxol-5-carboxamide